3-AMINOPROPYLTRIS(METHOXYETHOXYETHOXY)SILANE NCCC[Si](OCCOCCOC)(OCCOCCOC)OCCOCCOC